2-(((1R)-1-(2-cyano-7-methyl-3-(2-methylmorpholino)quinoxalin-5-yl)ethyl)amino)benzoic acid C(#N)C1=NC2=CC(=CC(=C2N=C1N1CC(OCC1)C)[C@@H](C)NC1=C(C(=O)O)C=CC=C1)C